4-methoxy-4-(1-propenyl)phenol COC1(CC=C(C=C1)O)C=CC